CC1(C(OB(O1)C=1C=CC(=NC1)N)(C)C)C 5-(tetramethyl-1,3,2-dioxaborolan-2-yl)pyridin-2-amine